[Si](O)(O)(O)O.S(=O)(=O)(O)O.[Al](Cl)(Cl)Cl aluminum chloride sulfate silicate